2-[(2R,4S)-4-acetamido-2-phenyl-1-piperidyl]-N-(6-amino-5-methyl-3-pyridyl)-2-oxo-acetamide C(C)(=O)N[C@@H]1C[C@@H](N(CC1)C(C(=O)NC=1C=NC(=C(C1)C)N)=O)C1=CC=CC=C1